{1-[3-(2-Chloro-pyridin-4-yl)-2-methyl-7,8-dihydro-6H-9-oxa-1,3a,4-triaza-cyclopenta[a]naphthalen-5-yl]-piperidin-3-ylmethyl}-carbamic acid tert-butyl ester C(C)(C)(C)OC(NCC1CN(CCC1)C1=NN2C(C=3OCCCC13)=NC(=C2C2=CC(=NC=C2)Cl)C)=O